3,5-dichlorophenylsulfonium ClC=1C=C(C=C(C1)Cl)[SH2+]